4-amino-3-(4-phenoxyphenyl)-1-[(3R)-1-(2,3-dihydroxypropanoyl)-3-piperidyl]imidazo[4,5-c]pyridin-2-one NC1=NC=CC2=C1N(C(N2[C@H]2CN(CCC2)C(C(CO)O)=O)=O)C2=CC=C(C=C2)OC2=CC=CC=C2